FC1([C@@H](C[C@H]2C[C@@H]([C@H]3[C@@H]4CC[C@H]([C@@H](CCC(=O)NC5=CC=CC=C5)C)[C@]4(CC[C@@H]3[C@]2(C1)C)C)O)O)F N-(2,2-Difluoro-3β,7β-dihydroxy-5β-cholan-24-oyl)anilin